[Fe].OCC1=CC=NC2=C3N=CC=C(C3=CC=C12)CO 4,7-bis(hydroxymethyl)-1,10-phenanthroline iron